methyl (2R)-2-((tert-butoxycarbonyl)amino)-5-(3,4-dichloro-2-(hydroxy(4-(methyl (phenyl)amino)pyrazolo[1,5-a][1,3,5]triazin-8-yl)methyl)phenoxy)pentanoate C(C)(C)(C)OC(=O)N[C@@H](C(=O)OC)CCCOC1=C(C(=C(C=C1)Cl)Cl)C(C=1C=NN2C1N=CN=C2N(C2=CC=CC=C2)C)O